diethoxyheptylethoxymethyl ether C(C)OC(CCCCCCC(OCC)OC(CCCCCCC(OCC)OCC)OCC)OCC